4-(7-methyl-imidazo[1,2-a]pyridin-3-yl)-7-[(5-morpholino-2-pyridyl)amino]isoindolin-1-one CC1=CC=2N(C=C1)C(=CN2)C2=C1CNC(C1=C(C=C2)NC2=NC=C(C=C2)N2CCOCC2)=O